N-(5-cyclohexyl-1,1'-biphenyl-2-yl)-9,9-dimethyl-9H-fluoren-2-amine C1(CCCCC1)C=1C=CC(=C(C1)C1=CC=CC=C1)NC1=CC=2C(C3=CC=CC=C3C2C=C1)(C)C